FC1=CC=C(C=C1)NC(CC(=O)O)=O 3-((4-fluorophenyl)amino)-3-oxopropionic acid